IC1=CSC2=C1CC(CC2)N(C(OC(C)(C)C)=O)C tert-butyl N-(3-iodo-4,5,6,7-tetrahydrobenzothiophen-5-yl)-N-methyl-carbamate